azanylOxygen N[O]